4-((8,8,8-trifluorooctyl)amino)benzoic acid FC(CCCCCCCNC1=CC=C(C(=O)O)C=C1)(F)F